FC(C)(F)C=1C(=NC=CC1)CN1C(C(=CC2=CC=C(N=C12)C)C1CCC(CC1)C=1C(=NC=CC1C)OC)=O 1-{[3-(1,1-Difluoroethyl)-2-pyridyl]methyl}-7-methyl-3-[(1r,4r)-4-(2-methoxy-4-methyl-3-pyridyl)cyclohexyl]-1,8-diaza-2(1H)-naphthalenone